C[C@H](C(=O)O)O.CC(C(=O)O)O.C(C(C)C)[Si](N[Si](CC(C)C)(CC(C)C)CC(C)C)(CC(C)C)CC(C)C hexa(isobutyl)disilazane methyl-glycolate (r-methyl-glycolate)